C1NCCC12CCC(CC2)NC2=NC(=NC=C2C(F)(F)F)NC=2C=C1C=CN(C(C1=CC2)=O)C 6-((4-((2-azaspiro[4.5]decan-8-yl)amino)-5-trifluoromethylpyrimidin-2-yl)amino)-2-methylisoquinolin-1(2H)-one